methyl 2-(6-vinyl-1-oxo-spiro[3H-isoquinoline-4,1'-cyclopropane]-2-yl)acetate C(=C)C=1C=C2C(=CC1)C(N(CC21CC1)CC(=O)OC)=O